3-(methyl-d3)-2-Butenoic acid-ethyl ester C(C)OC(C=C(C)C([2H])([2H])[2H])=O